N-(1-(4-fluorophenyl)-3-methyl-1H-pyrazol-5-yl)pyrazolo[1,5-a]pyrimidine-3-carboxamide FC1=CC=C(C=C1)N1N=C(C=C1NC(=O)C=1C=NN2C1N=CC=C2)C